Cl.Cl.FC1=CC=C(C=C1)C=1N=C2N(C=CC=C2)C1CN1CCNCC1 2-(4-fluorophenyl)-3-(piperazin-1-ylmethyl)imidazo[1,2-a]pyridine dihydrochloride